6-chloro-3-phenyl-2-{4-[(piperidin-1-yl)methyl]anilino}quinazolin-4(3H)-one ClC=1C=C2C(N(C(=NC2=CC1)NC1=CC=C(C=C1)CN1CCCCC1)C1=CC=CC=C1)=O